N[C@H](C(=O)O)CCCCNC(=O)C1CCCC1 (2S)-2-amino-6-[(cyclopentylcarbonyl)amino]hexanoic acid